6-Ethyl-N-(5-fluoropyrimidin-2-yl)-7,8-dihydro-6H-cyclopenta[e][1,2,4]triazolo[4,3-a]pyridine-4-carboxamide C(C)C1CCC2=C1C=C(C=1N2C=NN1)C(=O)NC1=NC=C(C=N1)F